[3-[4-(hydroxymethyl)pyrazol-1-yl]-7-oxo-1,6-diazabicyclo[3.2.1]oct-3-en-6-yl]-sulfat OCC=1C=NN(C1)C=1CN2C(N(C(C1)C2)OS(=O)(=O)[O-])=O